C(C)(=O)C1=C(C2=CN(N=C2C(=C1)C(=O)OC)COCC[Si](C)(C)C)OC methyl 5-acetyl-4-methoxy-2-((2-(trimethylsilyl) ethoxy) methyl)-2H-indazole-7-carboxylate